Cl.Cl.ClC1=CC2=C(N=C(CN(C2)C2CC2)N)C=C1 7-chloro-4-cyclopropyl-4,5-dihydro-3H-benzo[e][1,4]diazepin-2-amine, di-hydrochloride salt